BrC=1C(=NC(=NC1)Cl)Cl bromo-2,4-dichloropyrimidine